(3S,4R)-3-fluoro-1-(4-{[5-(1-fluoro-propan-2-yl)-8-[3-(methanesulfonyl-methyl)azetidin-1-yl]isoquinolin-3-yl]amino}pyrimidin-2-yl)-3-methyl-piperidin-4-ol F[C@]1(CN(CC[C@H]1O)C1=NC=CC(=N1)NC=1N=CC2=C(C=CC(=C2C1)C(CF)C)N1CC(C1)CS(=O)(=O)C)C